3-[2-(hydroxymethyl)-4-methoxyphenyl]-6-methoxy-4-oxo-3,4-dihydro-1(2h)-quinazolinecarbaldehyde OCC1=C(C=CC(=C1)OC)N1CN(C2=CC=C(C=C2C1=O)OC)C=O